1,2-dilinoleoyl-sn-glycero-3-phosphoserine C(CCCCCCC\C=C/C\C=C/CCCCC)(=O)OC[C@@H](OC(CCCCCCC\C=C/C\C=C/CCCCC)=O)COP(=O)(O)OC[C@H](N)C(=O)O